C(CC)OC=CCC n-propoxy-1-butene